2-(3-ethyl-5-methyl-2,4-dioxo-3,4-dihydropyrimidin-1(2H)-yl)acetic acid C(C)N1C(N(C=C(C1=O)C)CC(=O)O)=O